N1(C=NC=C1)C=1C=C(C(=O)NC2C(NCCC2)C)C=CN1 2-(1H-imidazol-1-yl)-N-(2-methylpiperidin-3-yl)isonicotinamide